1H-1,2,4-triazol-5-ylthiocyanat N1N=CN=C1SC#N